4-fluoro-1H-indole-3-carbonitrile FC1=C2C(=CNC2=CC=C1)C#N